C(C)N1C[C@@H](CCC1)NC=1OC=2C(=NC(=CC2)C2=C(C=C(C#N)C=C2OCOCC[Si](C)(C)C)COC)N1 (R)-4-(2-((1-Ethylpiperidin-3-yl)amino)oxazolo[4,5-b]pyridin-5-yl)-3-(methoxymethyl)-5-((2-(trimethylsilyl)ethoxy)methoxy)benzonitrile